N1=C(C=CC(=C1)C(=O)O)C(=O)O 2,5-pyridinedicarboxylic acid